C(N)(=N)C=1C=C(SC1)[C@@H](C)NC(=O)[C@H]1N(CC(C1)C=1OC=CN1)C(CNC(=O)C=1C=CC=2C(C3=CC=CC=C3C2C1)(F)F)=O (S)-N-((R)-1-(4-carbamimidoylthiophen-2-yl)ethyl)-1-((9,9-difluoro-9H-fluorene-3-carbonyl)glycyl)-4-(oxazol-2-yl)pyrrolidine-2-carboxamide